(S)-2-amino-2-((S)-7-fluorochroman-4-yl)acetonitrile hydrochloride Cl.N[C@H](C#N)[C@H]1CCOC2=CC(=CC=C12)F